7-BROMO-4-CHLORO-5-FLUORO-1-METHYLPHTHALAZINE BrC1=CC(=C2C(=NN=C(C2=C1)C)Cl)F